C1(CC1)C1=C(C=CC=C1CC(=O)N[C@H]1C(CCC[C@@H]1O[C@H]1[C@H](CN(CC1)C(C)C)F)(F)F)C1=CC(=CC(=C1)F)F 2-(2-cyclopropyl-3',5'-difluoro-[1,1'-biphenyl]-3-yl)-N-((1R,6S)-2,2-difluoro-6-(((3S,4R)-3-fluoro-1-isopropylpiperidin-4-yl)oxy)cyclohexyl)acetamide